ClC=1C=C(C=CC1C(=O)NC=1C=NC(=C(C1)Cl)N1N=CC=N1)C1=C(C=CC=C1)OC(F)(F)F 3-chloro-N-(5-chloro-6-(2H-1,2,3-triazol-2-yl)pyridin-3-yl)-2'-(trifluoromethoxy)-[1,1'-biphenyl]-4-carboxamide